6-hydroxy-5'-methyl-4-(2-methyloctan-2-yl)-1',2',3',4'-tetrahydro-[1,1'-biphenyl]-2-yl methyl benzylphosphonate C(C1=CC=CC=C1)P(OC1=C(C(=CC(=C1)C(C)(CCCCCC)C)O)C1CCCC(=C1)C)(OC)=O